4-Methyl-N-[3-(1-propyl-piperidin-4-yl)-5-trifluoromethyl-phenyl]-3-(4-pyridin-3-yl-pyrimidin-2-ylamino)-benzamide CC1=C(C=C(C(=O)NC2=CC(=CC(=C2)C(F)(F)F)C2CCN(CC2)CCC)C=C1)NC1=NC=CC(=N1)C=1C=NC=CC1